Cl.N[C@]1(CN(CCC1)C(=O)C1=CN(CCS1)C1=C2C(=NC=C1)NC=C2C)C (R)-(3-amino-3-methylpiperidin-1-yl)(4-(3-methyl-1H-pyrrolo[2,3-b]pyridin-4-yl)-3,4-dihydro-2H-1,4-thiazin-6-yl)methanone hydrochloride